3-((3-(4-(2-(isobutylsulfonyl)phenoxy)-3-(trifluoromethyl)phenyl)-1,2,4-oxadiazol-5-yl)methyl)-5,5-dimethyl-1-(2-(tetrahydro-2H-pyran-4-yl)ethyl)imidazolidine-2,4-dione C(C(C)C)S(=O)(=O)C1=C(OC2=C(C=C(C=C2)C2=NOC(=N2)CN2C(N(C(C2=O)(C)C)CCC2CCOCC2)=O)C(F)(F)F)C=CC=C1